(3-methoxyl)-2-(tert-butylstannyl)pyridine O(C)C=1C(=NC=CC1)[SnH2]C(C)(C)C